4-[4-(5-methoxy-1,3-benzoxazol-2-yl)piperidin-1-yl]-1-methyl-2-oxo-1,2-dihydroquinoline-3-carbonitrile COC=1C=CC2=C(N=C(O2)C2CCN(CC2)C2=C(C(N(C3=CC=CC=C23)C)=O)C#N)C1